Cl.Cl.C(C#C)NC1CCOCC1 N-(prop-2-yn-1-yl)tetrahydro-2H-pyran-4-amine dihydrochloride